3-[2-oxo-5-({[2-({[3-(trifluoromethoxy)phenyl]methyl}amino)pyrimidin-5-yl]formamido}methyl)-1,3-oxazolidin-3-yl]benzoic acid O=C1OC(CN1C=1C=C(C(=O)O)C=CC1)CNC(=O)C=1C=NC(=NC1)NCC1=CC(=CC=C1)OC(F)(F)F